N(=[N+]=[N-])[C@H]1CN(C[C@H]1CF)C(=O)OC(C)(C)C tert-butyl (3R,4R)-3-azido-4-(fluoromethyl)pyrrolidine-1-carboxylate